3',5'-dichloro-5-hydroxy-[1,1'-biphenyl]-3-carbaldehyde ClC=1C=C(C=C(C1)Cl)C1=CC(=CC(=C1)O)C=O